4-[[(1R,3S)-3-aminocyclopentyl]amino]-N'-(2-chloro-6-fluoro-phenyl)-6-methyl-pyrrolo[1,2-b]pyridazine-3-carboxamidine N[C@@H]1C[C@@H](CC1)NC=1C=2N(N=CC1C(=NC1=C(C=CC=C1F)Cl)N)C=C(C2)C